1-(4-bromo-2-methylphenyl)-2,2,2-trifluoro-N-methylethan-1-amine hydrochloride Cl.BrC1=CC(=C(C=C1)C(C(F)(F)F)NC)C